FC=1C=C(C=NC1)NC(=O)C=1C=C2C(=NC1)NC=C2C=2C=C1C(=NC=NC1=CC2)NC2CCN(CC2)C N-(5-fluoropyridin-3-yl)-3-(4-((1-methylpiperidin-4-yl)amino)quinazolin-6-yl)-1H-pyrrolo[2,3-b]pyridine-5-carboxamide